ClC=1C(=CC=C2C=C(C(=NC12)O)C(=O)O)C1CCC1 8-chloro-7-cyclobutyl-2-hydroxyquinoline-3-carboxylic acid